CN1N=C(C(=C1)C)NC1=C(N=C(S1)C1=CC(=CC=C1)C1=NOC(=C1)[C@]1(C(N(CC1)C)=O)O)C(=O)N (R)-5-((1,4-Dimethyl-1H-pyrazol-3-yl)amino)-2-(3-(5-(3-hydroxy-1-methyl-2-oxopyrrolidin-3-yl)isoxazol-3-yl)phenyl)thiazole-4-carboxamide